3-(1,2,4-triazol-1-yl)propan-2-ol N1(N=CN=C1)CC(C)O